N-(3-(hydroxymethyl)-2-oxopyrrolidin-3-yl)-2-methyl-6-(phenylsulfinyl)indolizine-3-carboxamide OCC1(C(NCC1)=O)NC(=O)C1=C(C=C2C=CC(=CN12)S(=O)C1=CC=CC=C1)C